COC(CC1=C(C=C(C=C1)C=1C=NNC1)OCC1=CC2=C(COC3=C(C=CC=C23)CN)C=C1)=O 2-(2-((4-(aminomethyl)-6H-benzo[c]chromen-9-yl)methoxy)-4-(1H-pyrazol-4-yl)phenyl)acetic acid methyl ester